Methyl 1-bromothieno[3,2-f]quinoline-2-carboxylate BrC1=C(SC=2C1=C1C=CC=NC1=CC2)C(=O)OC